((1R,2S)-2-aminocyclohexyl)methanol N[C@@H]1[C@@H](CCCC1)CO